N1N=CC(=C1)C1=CC=C(C=C1)NC1=NC(=NC=C1)C=1C=C2CN(CC2=CC1)C(=O)C1CC(C1)O (5-(4-((4-(1H-pyrazol-4-yl)phenyl)amino)pyrimidin-2-yl)isoindolin-2-yl)(3-hydroxycyclobutyl)methanone